(S)-5-chloro-2-fluoro-4-((1-phenylbutyl)amino)-N-(thiazol-2-yl)benzenesulfonamide ClC=1C(=CC(=C(C1)S(=O)(=O)NC=1SC=CN1)F)N[C@@H](CCC)C1=CC=CC=C1